C(C)(C)(C)OC(=O)N1CCN(CC1)CC1CCN(CC1)C=1C=C2CN(C(C2=CC1F)=O)C1C(NC(CC1)=O)=O 4-({1-[2-(2,6-dioxopiperidin-3-yl)-6-fluoro-1-oxo-3H-isoindol-5-yl]piperidin-4-yl}methyl)piperazine-1-carboxylic acid tert-butyl ester